(S)-nicotine benzoate C(C1=CC=CC=C1)(=O)O.N1=CC=CC(=C1)[C@H]1N(C)CCC1